C1(CC1)N(C1=CC2=C(C(=CC(O2)=O)C(F)(F)F)C=C1)CC1=CC=C(C=C1)F 7-(cyclopropyl-(4-fluorobenzyl)amino)-4-(trifluoromethyl)-2H-benzopyran-2-one